CC1CCCC2(N(C1C2)C(C2=NC=CC=C2)=O)C(=O)OC trans-methyl 5-methyl-7-picolinoyl-7-azabicyclo[4.1.1]octane-1-carboxylate